COC1(C=C(C(C2(CC2)C1)=O)C#N)C1=NC(=CC=C1)C=1C=NN(C1)C 7-methoxy-7-[6-(1-methyl-1H-pyrazol-4-yl)pyridin-2-yl]-4-oxospiro[2.5]oct-5-ene-5-carbonitrile